5-tert-butyl-2,2'-bipyridine C(C)(C)(C)C=1C=CC(=NC1)C1=NC=CC=C1